BrC1=CC=C(S1)C=1N(C(C2=C(N(C(C21)=O)CCCCCCCC)C=2SC(=CC2)Br)=O)CCCCCCCC 3,6-bis(5-bromothien-2-yl)-2,5-bis(octyl)pyrrolo[3,4-c]pyrrole-1,4-dione